tert-butyl(2-(3-((1-(3-methoxynaphthalen-1-yl)cyclopropyl) carbamoyl)-4-methyl phenoxy)ethyl)carbamate C(C)(C)(C)OC(NCCOC1=CC(=C(C=C1)C)C(NC1(CC1)C1=CC(=CC2=CC=CC=C12)OC)=O)=O